racemic-2-(2,5-dimethyl-1H-pyrrol-1-yl)-7-(3-fluoro-6-(1-(1-(4-(trifluoromethoxy)phenyl)ethyl)-1H-pyrazol-4-yl)pyridin-2-yl)-[1,2,4]triazolo[1,5-a]pyridine CC=1N(C(=CC1)C)C1=NN2C(C=C(C=C2)C2=NC(=CC=C2F)C=2C=NN(C2)[C@H](C)C2=CC=C(C=C2)OC(F)(F)F)=N1 |r|